C(C)C1=NN(C(=C1)C1=NC(=NC(=C1)N1CC(C1)NC)N)C 4-(3-ethyl-1-methyl-1H-pyrazol-5-yl)-6-(3-(methylamino)azetidin-1-yl)pyrimidin-2-amine